ClC=1C(=C(NC=2C3=C(N=CN2)C=CC(=N3)N3[C@@H]2CN([C@H](C3)C2)C(C=C)=O)C=CC1OC[C@H]1OCCC1)F 1-[(1S,4S)-5-[4-[3-chloro-2-fluoro-4-[[(2S)-tetrahydrofuran-2-yl]methoxy]anilino]pyrido[3,2-d]pyrimidin-6-yl]-2,5-diazabicyclo[2.2.1]heptan-2-yl]prop-2-en-1-one